C(C1=CC=CC=C1)N1C(=NC2=C1C=C(C=C2NC(C)=O)C=2C(=NOC2C)C)NCC N-(1-benzyl-6-(3,5-dimethylisoxazol-4-yl)-2-(ethylamino)-1H-benzo[d]imidazol-4-yl)acetamide